C1=NCCC2=CC=NC=C12 3,4-dihydro-2,7-naphthyridine